BrC=1C=C(C2=C(NC(=N2)NC(=O)OC(C)(C)C)C1)C(=O)O 6-bromanyl-2-[1,1-di(methyl)ethoxycarbonylamino]-1H-benzimidazole-4-carboxylic acid